3-(azetidin-3-yl)-1-(2-(2-methoxyphenyl)-2-((tetrahydro-2H-pyrane-4-yl)oxy)ethyl)-5-methyl-6-(oxazol-2-yl)-thieno[2,3-d]Pyrimidine-2,4(1H,3H)-dione N1CC(C1)N1C(N(C2=C(C1=O)C(=C(S2)C=2OC=CN2)C)CC(OC2CCOCC2)C2=C(C=CC=C2)OC)=O